C1(CC1)C1=NC=NC(=C1C1=NC=2N(CC(N(C2C=N1)C1CC1)=O)CC1=CC(=C(C=C1)C=1N(C=C(N1)C(F)(F)F)C)F)OC 2-(4-cyclopropyl-6-methoxypyrimidin-5-yl)-8-(3-fluoro-4-(1-methyl-4-(trifluoromethyl)-1H-imidazol-2-yl)benzyl)-5-cyclopropyl-7,8-dihydropteridin-6(5H)-one